N1=CC(=CC=C1)C=1C=C(C=CC1)C=1C2=CC=CC=C2C(=C2C=CC=CC12)C1=CC(=CC=C1)C=1C=NC=CC1 9,10-bis(3-(3-pyridyl)phenyl)anthracene